COC=1C=C(C=C(C1OC)OC)C=CC1=NC(=NC(=N1)C(Cl)(Cl)Cl)C(Cl)(Cl)Cl 2-[2-(3,4,5-trimethoxyphenyl)vinyl]-4,6-bis(trichloromethyl)-s-triazine